C1(=CC=CC=C1)S(=O)(=O)N1C=CC=2C1=NC=C1C2N(C(=N1)[C@@H](C)O)[C@H]1CN(CC1)S(=O)(=O)CCC (R)-1-(6-(phenylsulfonyl)-1-((R)-1-(propylsulfonyl)pyrrolidine-3-yl)-1,6-dihydroimidazo[4,5-d]pyrrolo[2,3-b]pyridin-2-yl)ethanol